(3-butylphenyl)(4-nitrophenyl)methanone C(CCC)C=1C=C(C=CC1)C(=O)C1=CC=C(C=C1)[N+](=O)[O-]